tert-butyl (Z)-(3-fluoro-4-((3-(hydroxymethyl)phenyl)thio)but-2-en-1-yl)carbamate F\C(=C/CNC(OC(C)(C)C)=O)\CSC1=CC(=CC=C1)CO